ClC=1C=NC(=NC1)N1CCC(CC1)CCCOC1=CC(=C(C=C1)CC(=O)N1CCOC2(CCN(C2)C[C@@H]([C@@H]([C@@H](CO)O)O)O)C1)F 2-(4-(3-(1-(5-chloropyrimidin-2-yl)piperidin-4-yl)propoxy)-2-fluorophenyl)-1-(2-((2S,3S,4R)-2,3,4,5-tetrahydroxypentyl)-6-oxa-2,9-diazaspiro[4.5]decan-9-yl)ethan-1-one